5-isopropyl-2-methoxy-9-oxo-4,9-dihydro-5H-thiazolo[4,5-a]quinolizine-8-carboxylic acid C(C)(C)C1CC2=C(C3=CC(C(=CN13)C(=O)O)=O)N=C(S2)OC